FC1=C2[C@@]3(C(NC2=CC=C1)=O)[C@@H](C3)C3=CC=C1C(=NNC1=C3)NC3=NC(=NC=C3OC)C (1S,2S)-4'-fluoro-2-{3-[(5-methoxy-2-methylpyrimidin-4-yl)amino]-1H-indazol-6-yl}spiro[cyclopropane-1,3'-indol]-2'(1H)-one